COC1=CC2=C(C=C(O2)C=2N=C3SC(=NN3C2)OC)C(=C1)COC1=C(C=CC(=C1)C(=O)N(C)C)C1=CC=CC=C1 ((6-methoxy-2-(2-methoxyimidazo[2,1-b][1,3,4]thiadiazol-6-yl)benzofuran-4-yl)methoxy)-N,N-dimethyl-[1,1'-biphenyl]-4-carboxamide